COC=1C=C(C=CC1)C1=NC=CC(N1CCCOC)=O 2-(3-methoxyphenyl)-3-(3-methoxypropyl)-4(3H)-pyrimidinone